N-cyclopropyl-2-({3-[(E)-2-{5-[(dimethylamino)methyl]pyridin-2-yl}Vinyl]-1H-indazol-6-yl}thio)benzamide C1(CC1)NC(C1=C(C=CC=C1)SC1=CC=C2C(=NNC2=C1)\C=C\C1=NC=C(C=C1)CN(C)C)=O